2-(4-Morpholinobutyl)-5-phenylpyridazin-3(2H)-one O1CCN(CC1)CCCCN1N=CC(=CC1=O)C1=CC=CC=C1